[Cl-].OCC/[NH+]=C\1/C(=C(CCC1)NCCO)C (E)-2-hydroxy-N-(3-((2-hydroxyethyl)amino)-2-methylcyclohex-2-en-1-ylidene)ethan-1-aminium chloride